ClC=1C=2C(N=C3N(C2C=CC1)C1=CC(=CC=C1C3(C)C)C3CCN(CC3)C3=CC=C(C=N3)CN3CCN(CC3)C3=CC(=C(C(=C3)F)C3C(NC(CC3)=O)=O)F)=O 3-(4-(4-((6-(4-(4-chloro-7,7-dimethyl-5-oxo-5,7-dihydroindolo[1,2-a]quinazolin-10-yl)piperidin-1-yl)pyridin-3-yl)methyl)piperazin-1-yl)-2,6-difluorophenyl)piperidine-2,6-dione